2,4,7-trimethyloct-6-en-1-yl palmitate C(CCCCCCCCCCCCCCC)(=O)OCC(CC(CC=C(C)C)C)C